O=C(C=O)C 2-oxoPropionaldehyde